FC(C1=C(C=CC=C1)C1C(CC1)N)(F)F 2-(2-(trifluoromethyl)phenyl)cyclobutan-1-amine